2'-amino-3'-(2-(3-aminopyrrolidin-1-yl)pyridin-4-yl)-3-chloro-5'-fluoro-[1,1'-biphenyl] NC1=C(C=C(C=C1C1=CC(=NC=C1)N1CC(CC1)N)F)C1=CC(=CC=C1)Cl